C(C)OC(CC=1C=C2C(CC3(CN2C1)CC3)=O)=O 2-(8'-oxo-7',8'-dihydro-5'H-spiro[cyclopropane-1,6'-indolizine]-2'-yl)acetic acid ethyl ester